C(C)(=O)NC=1C2=C(N=CN1)N1C(=C2C2=CC(=C(C=C2)OC2=NC(=CC=C2)C)F)N(CC1)C1=CC(=NC=C1)NC(CCS(=O)(=O)C1=CC=CC=C1)=O N-(4-(4-Acetamido-5-(3-fluoro-4-((6-methylpyridin-2-yl)oxy)phenyl)-7,8-dihydro-6H-imidazo[1',2':1,5]pyrrolo[2,3-d]pyrimidin-6-yl)pyridin-2-yl)-3-(phenylsulfonyl)propionamide